9-(4-((1-(3-fluoropropyl)azetidin-3-ylidene)methyl)phenyl)-8-(3-methoxy-5-(trifluoromethyl)phenyl)-6,7-dihydro-5H-benzo[7]annulene-3-carboxylic acid FCCCN1CC(C1)=CC1=CC=C(C=C1)C1=C(CCCC2=C1C=CC(=C2)C(=O)O)C2=CC(=CC(=C2)C(F)(F)F)OC